CC=1C=CC=2C(CCC(C2C1)(C)C)(C)C 3,5,5,8,8-Pentamethyl-5,6,7,8-Tetrahydronaphthalen